2-(hydroxyl-(phenyl)methyl)phenol OC(C1=C(C=CC=C1)O)C1=CC=CC=C1